1-(2-((8-(((1,1,1,3,3,3-hexafluoropropan-2-yl)oxy)carbonyl)-1,8-diazaspiro[4.5]decan-1-yl)methyl)-5-(trifluoromethyl)phenyl)piperidine-4-carboxylic acid FC(C(C(F)(F)F)OC(=O)N1CCC2(CCCN2CC2=C(C=C(C=C2)C(F)(F)F)N2CCC(CC2)C(=O)O)CC1)(F)F